CN1N=C2C=CC=CC2=C1 2-methyl-2H-indazol